benzyl (1-(4-bromo-2,5-dimethoxyphenyl)butan-2-yl)carbamate BrC1=CC(=C(C=C1OC)CC(CC)NC(OCC1=CC=CC=C1)=O)OC